Methyl 2-(4-(6-((4-cyano-2-fluorobenzyl) oxy)-4-(1-methyl-1H-pyrazol-4-yl) pyridin-2-yl)-2-fluorobenzyl)-1-(2-methoxyethyl)-1H-benzo[d]imidazole-6-carboxylate C(#N)C1=CC(=C(COC2=CC(=CC(=N2)C2=CC(=C(CC3=NC4=C(N3CCOC)C=C(C=C4)C(=O)OC)C=C2)F)C=2C=NN(C2)C)C=C1)F